C1(CC1)C1=CC=NN1C1CC(C1)O (1s,3s)-3-(5-cyclopropyl-1H-pyrazol-1-yl)cyclobutan-1-ol